ClC1=C(C(=O)C=2C(CCCC2O)=O)C=CC(=C1CN1CCOCC1)S(=O)(=O)C 2-[2-chloro-4-(methylsulfonyl)-3-(morpholin-4-ylmethyl)benzoyl]-3-hydroxycyclohex-2-en-1-one